(4-Butoxyphenethyl)-2,3,4,9-tetrahydro-1H-carbazol-1-amine C(CCC)OC1=CC=C(CCC2(CCCC=3C4=CC=CC=C4NC23)N)C=C1